4-[18F]Fluoroiodobenzene [18F]C1=CC=C(C=C1)I